C1CC[C]2[C](C1)[CH][CH][C]2CC[C]3[CH][CH][C]4[C]3CCCC4.Cl[Zr]Cl Rac-ethylenebis(4,5,6,7-tetrahydro-1-indenyl)zirconium dichloride